FC1=C(C(=O)NC2=NC(=CC=C2)C(=O)C2CCN(CC2)C)C=CC(=C1F)F 2,3,4-Trifluoro-N-[6-(1-methyl-piperidine-4-carbonyl)-pyridin-2-yl]-benzamide